FC(C1=CC=C(C=C1)CC(C)N)(F)F 1-(4-(trifluoromethyl)phenyl)propane-2-amine